methyl (R)-2-((1H-pyrrolo[2,3-b]pyridin-5-yl)oxy)-4-(6-(4-(4-cyclopropyl-3-methoxybenzyl)-2-(2-isopropylphenyl)piperazin-1-yl)-2-azaspiro[3.3]heptan-2-yl)benzoate N1C=CC=2C1=NC=C(C2)OC2=C(C(=O)OC)C=CC(=C2)N2CC1(C2)CC(C1)N1[C@@H](CN(CC1)CC1=CC(=C(C=C1)C1CC1)OC)C1=C(C=CC=C1)C(C)C